ClC=1C2=C(N=CN1)N(C=C2I)[C@@H]2C[C@@H]([C@@H]1[C@H]2OC(O1)(C)C)C1CCN(CC1)C(=O)OC(C)(C)C tert-butyl 4-[(3aR,4R,6R,6aS)-6-{4-chloro-5-iodopyrrolo[2,3-d]pyrimidin-7-yl}-2,2-dimethyl-tetrahydro-3aH-cyclopenta[d][1,3]dioxol-4-yl]piperidine-1-carboxylate